(R)-4-(4-(4-(6-(2-(2,4-difluorophenyl)-1,1-difluoro-2-hydroxy-3-(1H-tetrazol-1-yl)propyl)pyridin-3-yl)phenyl)piperazin-1-yl)-3-fluorobenzonitrile FC1=C(C=CC(=C1)F)[C@](C(F)(F)C1=CC=C(C=N1)C1=CC=C(C=C1)N1CCN(CC1)C1=C(C=C(C#N)C=C1)F)(CN1N=NN=C1)O